(S)-4-bromo-5-chloro-6-fluoro-2-phenyl-2,3-dihydrobenzofuran-2-carbaldehyde BrC1=C(C(=CC2=C1C[C@@](O2)(C=O)C2=CC=CC=C2)F)Cl